C(C(C)C)(=O)N1C[C@@H](N(CC1)C=1C2=C(N=CN1)N(C=C2N2CCCC2)C=2C=C(C#N)C=CN2)C (S)-2-(4-(4-isobutyryl-2-methylpiperazin-1-yl)-5-(pyrrolidin-1-yl)-7H-pyrrolo[2,3-d]pyrimidin-7-yl)isonicotinonitrile